methyl 5-bromo-2-(dibromomethyl)-4-fluorobenzoate BrC=1C(=CC(=C(C(=O)OC)C1)C(Br)Br)F